Tert-butyl 4-(1-(benzyloxy)-1-oxopropan-2-yl)-4-hydroxypiperidine-1-carboxylate C(C1=CC=CC=C1)OC(C(C)C1(CCN(CC1)C(=O)OC(C)(C)C)O)=O